(3-methyl-1-(pyridin-2-yl)-1H-pyrazol-5-yl)benzamide CC1=NN(C(=C1)C1=C(C(=O)N)C=CC=C1)C1=NC=CC=C1